2-(2-{[7-(5-methyl-1,2,4-oxadiazol-3-yl)isoquinolin-1-yl]amino}ethyl)-3-oxo-2,3-dihydro-1H-isoindole-5-carboxylic acid CC1=NC(=NO1)C1=CC=C2C=CN=C(C2=C1)NCCN1CC2=CC=C(C=C2C1=O)C(=O)O